tert-butyl (S)-5-amino-4-(6-((((4-(3,4-difluorophenoxy)phenyl) carbamoyl)oxy)methyl)-7-methoxy-1-oxoisoindolin-2-yl)-5-oxopentanoate NC([C@H](CCC(=O)OC(C)(C)C)N1C(C2=C(C(=CC=C2C1)COC(NC1=CC=C(C=C1)OC1=CC(=C(C=C1)F)F)=O)OC)=O)=O